3-[(6R,8aS)-2-[4-chloro-2-(trifluoromethyl)phenyl]-6-methyl-3-oxo-5,6,8,8a-tetrahydro-1H-imidazo[1,5-a]pyrazin-7-yl]-6-(2-ethoxyphenyl)pyridine-2-carboxylic acid ClC1=CC(=C(C=C1)N1C(N2[C@@H](CN([C@@H](C2)C)C=2C(=NC(=CC2)C2=C(C=CC=C2)OCC)C(=O)O)C1)=O)C(F)(F)F